(S)-2-((((9H-fluoren-9-yl)methoxy)carbonyl)amino)-3-(4'-(tert-butoxycarbonyl)-[1,1'-biphenyl]-3-yl)propanoic acid C1=CC=CC=2C3=CC=CC=C3C(C12)COC(=O)N[C@H](C(=O)O)CC=1C=C(C=CC1)C1=CC=C(C=C1)C(=O)OC(C)(C)C